(2R)-1-((tert-butoxy(2-((tert-butoxycarbonyl)amino)ethoxy)phosphoryl)oxy)-3-(octadecyloxy)propan-2-yl (4Z,7Z,10Z,13Z,16Z,19Z)-Docosa-4,7,10,13,16,19-hexaenoate C(CC\C=C/C\C=C/C\C=C/C\C=C/C\C=C/C\C=C/CC)(=O)O[C@@H](COP(=O)(OCCNC(=O)OC(C)(C)C)OC(C)(C)C)COCCCCCCCCCCCCCCCCCC